O[C@H]1[C@@](COC1)(C)N1C[C@@H](N(CC1)C=1C=C2C=C(N=CC2=CC1C)NC(=O)[C@@H]1CC12CCOCC2)C (R)-N-(6-((2S)-4-(4-(3S,4S)-hydroxy-3-methyltetrahydrofuran-3-yl)-2-methylpiperazin-1-yl)-7-methylisoquinolin-3-yl)-6-oxaspiro[2.5]octane-1-carboxamide